(S)-5-chloro-2-(4-((2,2-dimethyltetrahydro-2H-pyran-4-yl)amino)pyrido[3,4-d]pyridazin-1-yl)phenol ClC=1C=CC(=C(C1)O)C1=C2C(=C(N=N1)N[C@@H]1CC(OCC1)(C)C)C=NC=C2